NC=1C2=C(N=CN1)N(C(=C2C2=CC=C(C=C2)OC2=CC=CC=C2)C#CC2CN(C2)[C@H]2[C@@H](CN(CC2)C(C=C)=O)C)C 1-((3R,4R)-4-(3-((4-amino-7-methyl-5-(4-phenoxyphenyl)-7H-pyrrolo[2,3-d]pyrimidin-6-yl)ethynyl)azetidin-1-yl)-3-methylpiperidin-1-yl)prop-2-en-1-one